1,4-dioxahexadecane-5,16-dione OCCOC(CCCCCCCCCCC=O)=O